FC1=C(C#N)C=C(C(=C1)O[C@H]1CN(C[C@]1(CO)O)S(=O)(=O)C=1C=NC(=CC1)C(F)(F)F)OCC(C)C 2-fluoro-4-(((3S,4R)-4-hydroxy-4-(hydroxymethyl)-1-((6-(trifluoromethyl)pyridin-3-yl)sulfonyl)pyrrolidin-3-yl)oxy)-5-isobutoxybenzonitrile